[Si](C1=CC=CC=C1)(C1=CC=CC=C1)(C(C)(C)C)OCCOS(=O)(=O)C(F)(F)F 2-(tert-butyldiphenylsilyl)-oxyethyltriflate